COC(C(C)N(C(COC)=O)C1=C(C=CC=C1C)C)=O 2-[(2,6-dimethylphenyl)-(2-methoxy-1-oxoethyl)amino]propanoic acid methyl ester